N'-(succinyl-dioxy)disuccinimide C(CCC(=O)OC1C(=O)NC(C1)=O)(=O)OC1C(=O)NC(C1)=O